N1CCC=C1 1,2-dihydropyrrol